methyl (2S)-4-[3-[3-[4-(cyclopropylcarbamoyl)-3-(difluoromethoxy)-5-methoxy-phenyl]imidazo[1,2-a]pyridin-7-yl]oxy-2-hydroxy-propyl]morpholine-2-carboxylate C1(CC1)NC(=O)C1=C(C=C(C=C1OC)C1=CN=C2N1C=CC(=C2)OCC(CN2C[C@H](OCC2)C(=O)OC)O)OC(F)F